4-fluoro-N-(7-methoxy-4-(1-methyl-3-phenyl-1H-pyrazol-4-yl)quinazolin-6-yl)nicotinamide benzyl-(7-aminoheptyl)carbamate C(C1=CC=CC=C1)N(C(O)=O)CCCCCCCN.FC1=CC=NC=C1C(=O)NC=1C=C2C(=NC=NC2=CC1OC)C=1C(=NN(C1)C)C1=CC=CC=C1